2-bromo-4-vinylphenol BrC1=C(C=CC(=C1)C=C)O